COC1=CC(=C(C=C1NC1=NC=NC(=C1)N1OCC[C@@H]1C1=CC(=CC=C1)OC1=CC=CC=C1)N)N1CCN(CC1)C (R)-6-methoxy-4-(4-methylpiperazin-1-yl)-N1-(6-(3-(3-phenoxyphenyl)isoxazolidin-2-yl)pyrimidin-4-yl)benzen-1,3-diamine